3-((1-(4-(3-hydroxyprop-1-yn-1-yl)pyrimidin-2-yl)piperidin-4-yl)oxy)cyclobutan-1-ol OCC#CC1=NC(=NC=C1)N1CCC(CC1)OC1CC(C1)O